CC1=NN(C(C1C(=O)OC1=CC=C(C=C1)[N+](=O)[O-])=O)C1=CC=C(C=C1)C1COC1 4-nitrophenyl 3-methyl-1-(4-(oxetan-3-yl)phenyl)-5-oxo-4,5-dihydro-1H-pyrazole-4-carboxylate